FC1=C(CN2C(C3=NC=CC=C3C2=O)([2H])[2H])C=CC(=C1)C=1C2=CN(N=C2C(=CC1)C)C([2H])([2H])[2H] 6-(2-fluoro-4-(7-methyl-2-(methyl-d3)-2H-indazol-4-yl)benzyl)-6,7-dihydro-5H-pyrrolo[3,4-b]pyridin-5-one-7,7-d2